tert-butyl N-[1-[4-(1,2-benzothiazol-6-ylamino)pyrido[3,2-d]pyrimidin-6-yl] azetidin-3-yl]carbamate S1N=CC2=C1C=C(C=C2)NC=2C1=C(N=CN2)C=CC(=N1)N1CC(C1)NC(OC(C)(C)C)=O